7-bromo-4-(cyclopropylmethyl)-3,4-dihydrothieno[2,3-f][1,4]thiazepin-5(2H)-one 1,1-dioxide BrC1=CC2=C(C(N(CCS2(=O)=O)CC2CC2)=O)S1